N-(tert-butyl)-4-fluoro-3-(4-((2-(2-hydroxy-prop-2-yl)-1H-imidazol-1-yl)methyl)phenyl)-5-isobutylthiophene-2-sulfonamide C(C)(C)(C)NS(=O)(=O)C=1SC(=C(C1C1=CC=C(C=C1)CN1C(=NC=C1)C(C)(C)O)F)CC(C)C